N-(1-((2S,3R,4R,5R)-3-fluoro-4-hydroxy-5-(hydroxymethyl)tetrahydrofuran-2-yl)-2-oxo-1,2-dihydropyrimidin-4-yl)-2-methylpyrimidin-4-carboxamide F[C@H]1[C@H](O[C@@H]([C@H]1O)CO)N1C(N=C(C=C1)NC(=O)C1=NC(=NC=C1)C)=O